1-(p-cyanophenyl)-4,5-diiodo-1,2,3-triazole C(#N)C1=CC=C(C=C1)N1N=NC(=C1I)I